8,9-dihydro-1H-dibenzo[b,f][1,2,3]triazolo[4,5-d]azocine N1N=NC=2C3=C(NCC4=C(C21)C=CC=C4)C=CC=C3